(R)-5-(4'-difluoromethyl-2'-methoxy-3,4,5,6-tetrahydro-2H-[1,3']bipyridinyl-4-yl)-2,4-dimethyl-7-(2-trifluoromethyl-benzyl)-2,4,5,7-tetrahydro-pyrazolo[3,4-d]pyrimidin-6-one FC(C1=C(C(=NC=C1)OC)N1CCC(CC1)N1C(N(C=2C([C@H]1C)=CN(N2)C)CC2=C(C=CC=C2)C(F)(F)F)=O)F